ClC1=CC=C(C=C1)C1=NOC(=C1)NC1=NC(=NC=C1)N1CCOCC1 3-(4-chlorophenyl)-N-(2-morpholinopyrimidin-4-yl)isoxazol-5-amine